FC1=CC=C(C=C1)N1C(NC(C(=C1)C(=O)O)=O)=O (4-fluorophenyl)-2,4-dioxo-1,2,3,4-tetrahydropyrimidine-5-carboxylic acid